4-cyclopropyl-7-(2-((4-((3S,5S)-3,5-dimethylpiperazin-1-yl)-2-ethylphenyl)amino)-5-(trifluoromethyl)pyrimidin-4-yl)-3,4-dihydrothieno[2,3-f][1,4]thiazepin-5(2H)-one 1,1-dioxide C1(CC1)N1CCS(C2=C(C1=O)SC(=C2)C2=NC(=NC=C2C(F)(F)F)NC2=C(C=C(C=C2)N2C[C@@H](N[C@H](C2)C)C)CC)(=O)=O